ClC=1C=2N(C=C(C1)C(=O)NC1=CC(=C(C=C1)F)OC)C=CN2 8-chloro-N-(4-fluoro-3-methoxy-phenyl)imidazo[1,2-a]pyridine-6-carboxamide